(((5-bromopyrimidin-2-yl)methyl)amino)acetonitrile BrC=1C=NC(=NC1)CNCC#N